tert-butyl 1-((1S,4S)-5-(3-oxo-1-phenyl-2,7,10-trioxa-4-azadodecan-12-yl)-2,5-diazabicyclo[2.2.1]hept-2-yl)-3,6,9,12-tetraoxapentadecane-15-carboxylate O=C(OCC1=CC=CC=C1)NCCOCCOCCN1[C@@H]2CN([C@H](C1)C2)CCOCCOCCOCCOCCCC(=O)OC(C)(C)C